2,5-dioxopyrrolidin-1-yl 4-(pyridin-2-yldisulfanyl)pentanoate N1=C(C=CC=C1)SSC(CCC(=O)ON1C(CCC1=O)=O)C